N-[[4-[1-(oxetan-3-yl)pyrazol-4-yl]-1-[4-(trifluoromethoxy)phenyl]pyrazolo[3,4-b]pyridin-3-yl]methyl]prop-2-enamide O1CC(C1)N1N=CC(=C1)C1=C2C(=NC=C1)N(N=C2CNC(C=C)=O)C2=CC=C(C=C2)OC(F)(F)F